1-benzyl-methyl-piperazine C(C1=CC=CC=C1)N1C(CNCC1)C